C(C)(C)(C)OC(=O)N1CCC(CC1)C1=C(C2=C(C(=NO2)C2C(NC(CC2)=O)=O)C=C1)N.CC(CC(C)C)=NCCC[Si](OCC)(OCC)C 1,3-dimethylbutylideneaminopropylmethyldiethoxysilane tert-butyl-4-(7-amino-3-(2,6-dioxopiperidin-3-yl)benzo[d]isoxazol-6-yl)piperidine-1-carboxylate